5'-(2,6-dimethyl-4-nitrophenoxy)-1'-(oxetan-2-yl)spiro[cyclobutane-1,3'-indole] CC1=C(OC=2C=C3C4(CN(C3=CC2)C2OCC2)CCC4)C(=CC(=C1)[N+](=O)[O-])C